3-amino-5-(4-(((tert-butoxycarbonyl)(isopropyl)amino)methyl)-2,6-difluorophenyl)-1H-indazole-1-carboxylic acid tert-butyl ester C(C)(C)(C)OC(=O)N1N=C(C2=CC(=CC=C12)C1=C(C=C(C=C1F)CN(C(C)C)C(=O)OC(C)(C)C)F)N